t-butylacrylate C(C)(C)(C)OC(C=C)=O